(Z)-tert-butyl 4-((2-(3-((4-(dimethylphosphoryl)-2-methoxyphenyl) amino) prop-1-yn-1-yl)-3-(2,2,2-trifluoroethyl) benzo[b]thiophen-7-yl) amino)-3-fluoropiperidine-1-carboxylate CP(=O)(C)C1=CC(=C(C=C1)NCC#CC1=C(C2=C(S1)C(=CC=C2)NC2C(CN(CC2)C(=O)OC(C)(C)C)F)CC(F)(F)F)OC